C(=O)O.CN(C1CCOCC1)CC1=CC=C(COC2=C3CN(C(C3=CC=C2)=O)C2C(NC(CC2)=O)=O)C=C1 3-(4-(4-((methyl(tetrahydro-2H-pyran-4-yl)amino)methyl)benzyloxy)-1-oxoisoindolin-2-yl)piperidine-2,6-dione Formate